C(OC=1C(=NC=CC1OC)C(N[C@H](C(=O)NN(C)C(C1=CC(=CC=C1)C(C)C)C1=CC(=CC=C1)C(C)C)C)=O)(OCC(C)C)=O (S)-2-((1-(2-(bis(3-isopropylphenyl)methyl)-2-methylhydrazineyl)-1-oxopropan-2-yl)carbamoyl)-4-methoxypyridin-3-yl isobutyl carbonate